6-Bromo-5-chloro-1-methyl-1,4-dihydro-2H-benzo[d][1,3]oxazin-2-one BrC1=C(C2=C(N(C(OC2)=O)C)C=C1)Cl